FC1=CC=C(C=C1)C=1C=C(N2C1C1=CC(=C(C=C1CC2)OC)C2=NN(C=C2)C)C(=O)N2[C@@](CCC2)(C)[C@H](C)O [1-(4-fluorophenyl)-8-methoxy-9-(1-methylpyrazol-3-yl)-5,6-dihydropyrrolo[2,1-a]isoquinolin-3-yl]-[(2R)-2-[(1S)-1-hydroxyethyl]-2-methyl-pyrrolidin-1-yl]methanone